4-Methylbenzenesulfonic acid 2,2-dimethyl-4-oxo-3,8,11-trioxa-5-azatridecan-13-yl ester CC(C)(OC(NCCOCCOCCOS(=O)(=O)C1=CC=C(C=C1)C)=O)C